3-(((R)-1-((S)-2-cyano-4,4-difluoropyrrolidin-1-yl)-1-oxopropan-2-yl)carbamoyl)-5,8-dihydro-1,7-naphthyridine-7(6H)-carboxylic acid tert-butyl ester C(C)(C)(C)OC(=O)N1CCC=2C=C(C=NC2C1)C(N[C@@H](C(=O)N1[C@@H](CC(C1)(F)F)C#N)C)=O